6-((endo-8-Azabicyclo[3.2.1]octan-3-yl)oxy)-7-methoxy-N-(3-methyl-4-((1-methyl-1H-benzo[d]imidazol-5-yl)oxy)phenyl)quinazolin-4-amine C12CC(CC(CC1)N2)OC=2C=C1C(=NC=NC1=CC2OC)NC2=CC(=C(C=C2)OC2=CC1=C(N(C=N1)C)C=C2)C